4-(trans-4-n-amyl-cyclohexyl)cyclohexanone C(CCCC)[C@@H]1CC[C@H](CC1)C1CCC(CC1)=O